N-(2-bromobenzyl)-3-iodo-carbazole BrC1=C(CN2C3=CC=CC=C3C=3C=C(C=CC23)I)C=CC=C1